C(C)(C)(C)OC(=O)N1C=2C=CC=C(C2C(C2=CC=C(C=C12)COCC)(C)C)Cl.C(CCC)[Si](OC)(CCCC)CCCC trin-butyl-monomethoxysilane tert-butyl-1-chloro-6-(ethoxymethyl)-9,9-dimethylacridine-10(9H)-carboxylate